OC1CC(C1)OC1CCN(CC1)C(=O)OC(C)(C)C tert-butyl 4-[(1r,3r)-3-hydroxycyclobutoxy]piperidine-1-carboxylate